2-[(3S)-4-[1-(2,6-dioxo-3-piperidyl)-4-fluoro-3-methyl-2-oxo-benzimidazol-5-yl]-3-methyl-piperazin-1-yl]acetic acid O=C1NC(CCC1N1C(N(C2=C1C=CC(=C2F)N2[C@H](CN(CC2)CC(=O)O)C)C)=O)=O